C(CCC)NC(COC1=C(C=CC(=C1)OC)C=O)=O N-BUTYL-2-(2-FORMYL-5-METHOXYPHENOXY)ACETAMIDE